ClC1=CC(=C(C=C1)C1=NC(=CC=2N=C(N(C(C21)=O)C)C)C=2CCO[C@H](C2)C=2C=NN(C2)C)F |r| racemic-5-(4-chloro-2-fluorophenyl)-2,3-dimethyl-7-(6-(1-methyl-1H-pyrazol-4-yl)-3,6-dihydro-2H-pyran-4-yl)pyrido[4,3-d]Pyrimidin-4(3H)-one